O=C1N(CCC(N1)=O)C=1C=CC(=NC1)CN1CCC(CC1)C1=NC(=C(C(=O)N)C=C1)C1=CC=C(C=C1)OC1=CC=CC=C1 6-(1-((5-(2,4-dioxotetrahydropyrimidin-1(2H)-yl)pyridin-2-yl)methyl)piperidin-4-yl)-2-(4-phenoxyphenyl)nicotinamide